benzyl ((1R)-1-(2-(1-(tetrahydro-2H-pyran-2-yl)-1H-pyrazol-4-yl)quinolin-4-yl)ethyl)carbamate O1C(CCCC1)N1N=CC(=C1)C1=NC2=CC=CC=C2C(=C1)[C@@H](C)NC(OCC1=CC=CC=C1)=O